ClC1=CC(=NC=C1C)N1N=CC(=C1)CC#N 2-(1-(4-chloro-5-methylpyridin-2-yl)-1H-pyrazol-4-yl)acetonitrile